3-(5-(4-((1-(4-((1S,2S)-6-hydroxy-2-(tetrahydro-2H-pyran-4-yl)-1,2,3,4-Tetrahydronaphthalen-1-yl)phenyl)piperidin-4-yl)methyl)piperazin-1-yl)-1-oxoisoindolin-2-yl)piperidine OC=1C=C2CC[C@H]([C@H](C2=CC1)C1=CC=C(C=C1)N1CCC(CC1)CN1CCN(CC1)C=1C=C2CN(C(C2=CC1)=O)C1CNCCC1)C1CCOCC1